Methyl 2-(1-tert-butyl-1H-pyrazol-4-yl)-5-nitrobenzoate C(C)(C)(C)N1N=CC(=C1)C1=C(C(=O)OC)C=C(C=C1)[N+](=O)[O-]